(S)-N-((S)-1-cyclohexyl-2-(4-(5-fluoro-1-methyl-1H-indole-2-carbonyl)piperazin-1-yl)-2-oxo-ethyl)-2-(methyl-amino)propanamide C1(CCCCC1)[C@@H](C(=O)N1CCN(CC1)C(=O)C=1N(C2=CC=C(C=C2C1)F)C)NC([C@H](C)NC)=O